3-[(2,2-dimethyl-4-oxo-5-aza-3,8-dioxadec-10-yl)oxy]propanoic acid CC(C)(OC(NCCOCCOCCC(=O)O)=O)C